2-[3-(Ethylsulfanyl)thieno[3,2-b]thiophen-2-yl]-3-methyl-6-(trifluoromethyl)-3H-imidazo[4,5-c]pyridin C(C)SC=1C2=C(SC1C1=NC3=C(C=NC(=C3)C(F)(F)F)N1C)C=CS2